4,5,6,7-TETRAHYDROBENZOIMIDAZOLE-2-CARBALDEHYDE N1=C(NC2=C1CCCC2)C=O